((4S,5R)-5-(2,4-dichlorothiazol-5-yl)-2,2-dimethyl-1,3-dioxolan-4-yl)methyl sulfamate S(N)(OC[C@@H]1OC(O[C@H]1C1=C(N=C(S1)Cl)Cl)(C)C)(=O)=O